5-Ethyl-2-methoxy-N-(5-(1-methyl-1H-pyrazol-4-yl)benzo[d]isoxazol-3-yl)benzenesulfonamide C(C)C=1C=CC(=C(C1)S(=O)(=O)NC1=NOC2=C1C=C(C=C2)C=2C=NN(C2)C)OC